(1aR,5aR)-2-(5-Bromo-pyridin-3-yl)-1a,2,5,5a-tetrahydro-1H-2,3-diaza-cyclopropa[a]pentalene-4-carboxylic acid (2-hydroxy-1,1-dimethyl-ethyl)-amide OCC(C)(C)NC(=O)C=1C=2C[C@@H]3[C@H](C2N(N1)C=1C=NC=C(C1)Br)C3